1,3-Dimethyl-1,3-diazinan-2-one CN1C(N(CCC1)C)=O